C(C=C)(=O)ON(P(=O)(N)N)OC(C=C)=O bisacryloyloxyphosphoramide